NC1(CC1)CCC1C[C@H](N(C1=O)C(=O)OC)C(=O)[O-] methyl (2S)-4-[2-(1-aminocyclopropyl)ethyl]-5-oxo-pyrrolidine-1,2-dicarboxylate